Boc-(3S)-3-Hydroxypyrrolidine C(=O)(OC(C)(C)C)N1C[C@H](CC1)O